2-[(4-chloro-2-fluorophenyl)methoxy]-3-(trifluoromethyl)-6,8-dihydro-5H-1,7-naphthyridine-7-carboxylic acid tert-butyl ester C(C)(C)(C)OC(=O)N1CCC=2C=C(C(=NC2C1)OCC1=C(C=C(C=C1)Cl)F)C(F)(F)F